ethyl-2-(4-methoxyphenyl)-1,3-dioxo-2,3-dihydroimidazo[1,5-a]quinoline C(C)C=1C2N(C3=CC=CC=C3C1)C(N(C2=O)C2=CC=C(C=C2)OC)=O